C(C=C)(=O)OC1=C(C=C(C=C1C(C)C1=C(C(=CC(=C1)C(C)(C)CC)C(C)(C)CC)O)C(C)(C)CC)C(C)(C)CC 2,4-di-t-pentyl-6-(1-(3,5-di-t-pentyl-2-hydroxyphenyl)ethyl)phenyl acrylate